1-(3-(3-(5-bromofuran-2-yl)-5,6,7,8-tetrahydro-[1,2,4]triazolo[4,3-a]pyrazine-7-carbonyl)-4-fluorobenzyl)quinazoline-2,4(1h,3h)-dione BrC1=CC=C(O1)C1=NN=C2N1CCN(C2)C(=O)C=2C=C(CN1C(NC(C3=CC=CC=C13)=O)=O)C=CC2F